β,β-difluoro-3-(trifluoromethyl)-4-pyridinepropanoic acid FC(CC(=O)O)(C1=C(C=NC=C1)C(F)(F)F)F